1-(4-(9H-carbazol-9-yl)phenyl)ethanone C1=CC=CC=2C3=CC=CC=C3N(C12)C1=CC=C(C=C1)C(C)=O